2-[(Z)-indolin-3-ylidenemethyl]-3-vinylimidazo[1,2-a]pyridine N1C\C(\C2=CC=CC=C12)=C/C=1N=C2N(C=CC=C2)C1C=C